C(=O)(O)CC1(CC2=CC=CC=C2C1)C(=O)N[C@@H](CC1=CNC2=CC=CC=C12)C(=O)O (2-(carboxymethyl)-2,3-dihydro-1H-indene-2-carbonyl)-L-tryptophan